4-(4-(2-((1-methyl-1H-pyrazol-3-yl)amino)pyrimidin-4-yl)-4,5,6,7-tetrahydropyrazolo[1,5-a]pyrimidin-2-yl)-2-(thiazol-2-yl)but-3-yn-2-ol CN1N=C(C=C1)NC1=NC=CC(=N1)N1C=2N(CCC1)N=C(C2)C#CC(C)(O)C=2SC=CN2